C(C)(=O)O[C@@H](CCl)COC1=C(C=C(C=C1Cl)C(C)(C)C1=CC=C(C=C1)OC[C@@H](COC(C)C)O)Cl (R)-1-chloro-3-(2,6-dichloro-4-(2-(4-((R)-2-hydroxy-3-isopropoxypropoxy)phenyl)propan-2-yl)phenoxy)propan-2-yl acetate